ClC1=CC=C(C=C1)C1=N[C@H](C=2N(C3=C1C(=C(S3)C)C)C(=NN2)C)CC(=O)N[C@@H](CCCCN)C(=O)OC methyl (2-((S)-4-(4-chlorophenyl)-2,3,9-trimethyl-6H-thieno[3,2-f][1,2,4]triazolo[4,3-a][1,4]diazepin-6-yl)acetyl)-L-lysinate